[4-[(5S)-5-(aminomethyl)-2-oxo-3-oxazolidinyl]phenyl]-3-morpholone NC[C@H]1CN(C(O1)=O)C1=CC=C(C=C1)N1C(COCC1)=O